CC=1C=C(C=NC1C)NC(C(=O)N1[C@@H](CC[C@H](C1)C)C1=CC=C(C=C1)NS(=O)(=O)C)=O (5,6-dimethyl-3-pyridyl)-2-[(2S,5R)-2-[4-(methanesulfonamido)phenyl]-5-methyl-1-piperidyl]-2-oxo-acetamide